(5-chloropyrimidine-2-yl)piperidine ClC=1C=NC(=NC1)N1CCCCC1